1-(2,2,2-trifluoroethyl)-1H-1,2,4-triazole-5-carboxamide FC(CN1N=CN=C1C(=O)N)(F)F